3-Chloro-N-(1-(5-(3-cyano-6-((1-cyanocyclopropyl)methoxy)pyrazolo[1,5-a]pyridin-4-yl)pyridin-2-yl)-4-methylpiperidin-4-yl)picolinamide ClC=1C(=NC=CC1)C(=O)NC1(CCN(CC1)C1=NC=C(C=C1)C=1C=2N(C=C(C1)OCC1(CC1)C#N)N=CC2C#N)C